O=C1C[C@@H](CC1)NC(OC(C)(C)C)=O tert-butyl (R)-(3-oxocyclopentyl)carbamate